BrC1=C(C(=C(C=C1)NC(=O)[C@@H](CC(C)(C)C)NC(OC(C)(C)C)=O)F)C tert-Butyl N-[(1R)-1-[(4-bromo-2-fluoro-3-methyl-phenyl)carbamoyl]-3,3-dimethyl-butyl]carbamate